OC1CC(CN(C1)C)NC([O-])=O (5-hydroxy-1-methylpiperidin-3-yl)carbamate